bisfuran diisocyanate [N-]=C=O.[N-]=C=O.O1C=CC=C1.O1C=CC=C1